2-((1S,6R)-3-methyl-6-(prop-1-en-2-yl)cyclohex-2-enyl)benzene-1,3,5-triol CC1=C[C@@H]([C@@H](CC1)C(=C)C)C1=C(C=C(C=C1O)O)O